6-aminocaproyl-ferrocene Methyl-3-(4-amino-3-carbamoyl-pyrazol-1-yl)benzoate COC(C1=CC(=CC=C1)N1N=C(C(=C1)N)C(N)=O)=O.NCCCCCC(=O)[C-]1C=CC=C1.[CH-]1C=CC=C1.[Fe+2]